N-[(1S)-1-[[(1S)-1-[5-(2,4-difluorophenyl)-1H-imidazol-2-yl]ethyl]carbamoyl]-3-[(2S)-2-methyl-1-piperidyl]-3-oxo-propyl]cyclobutanecarboxamide FC1=C(C=CC(=C1)F)C1=CN=C(N1)[C@H](C)NC(=O)[C@H](CC(=O)N1[C@H](CCCC1)C)NC(=O)C1CCC1